Cl.CC1=NC2=C(C=CC=C2C(=C1)C(=N)N)F 2-methyl-8-fluoro-quinoline-4-carboxamidine HCl salt